ethyl 2-(3,4-dichlorophenyl)-1-ethyl-4-oxo-6-[[3-(trifluoromethyl) pyrazol-1-yl]methyl]pyridine-3-carboxylate ClC=1C=C(C=CC1Cl)C=1N(C(=CC(C1C(=O)OCC)=O)CN1N=C(C=C1)C(F)(F)F)CC